Cl.BrC1=CC2=C(N(C(O2)=O)CCN)C=C1 2-(6-bromo-2-oxo-2,3-dihydro-1,3-benzooxazol-3-yl)ethylamine hydrochloride